Nα-acetyl-L-threonine C(C)(=O)N[C@@H]([C@H](O)C)C(=O)O